[Si](C)(C)(C(C)(C)C)OCCN1C=C(C=C1)C1=NN(C2=CC=C(C=C12)OCCCNC(OCC1=CC=CC=C1)=O)C1OCCCC1 benzyl N-(3-{[3-(1-{2-[(tert-butyldimethylsilyl)oxy]ethyl}-1H-pyrrol-3-yl)-1-(oxan-2-yl)-1H-indazol-5-yl]oxy}propyl)carbamate